7-bromo-3-butyl-5-(4-fluorophenyl)-8-hydroxy-2-methyl-2,3,4,5-tetrahydro-1,2,5-benzothiadiazepine 1,1-dioxide BrC=1C(=CC2=C(N(CC(N(S2(=O)=O)C)CCCC)C2=CC=C(C=C2)F)C1)O